3-chloro-5-((4-(difluoromethyl)-1,1,2,2-tetrafluoro-3-oxo-2,3-dihydro-1H-inden-5-yl)oxy)benzonitrile ClC=1C=C(C#N)C=C(C1)OC=1C(=C2C(C(C(C2=CC1)(F)F)(F)F)=O)C(F)F